3-{[2-(trifluoromethyl)phenyl]methyl}-1,3-thiazepin FC(C1=C(C=CC=C1)CN1CSC=CC=C1)(F)F